iron platinum-silicon [Si].[Pt].[Fe]